CC1CC(CC(C1)C)COC(CCO)O 3,5-dimethylcyclohexylmethoxy-1,3-propanediol